6-(5-chloro-2-(4-cyclopropyl-1H-1,2,3-triazol-1-yl)phenyl)pyrimidin-4-ol hydrobromide salt Br.ClC=1C=CC(=C(C1)C1=CC(=NC=N1)O)N1N=NC(=C1)C1CC1